(±)-4-(3-(2-((2R)-2-Hydroxy-7-azabicyclo[2.2.1]heptan-7-yl)acetyl)-2,5-dimethyl-1H-pyrrol-1-yl)benzonitrile O[C@H]1C2CCC(C1)N2CC(=O)C2=C(N(C(=C2)C)C2=CC=C(C#N)C=C2)C